N-(4-(2-methoxystyryl)thiazol-2-yl)-1-(pyridin-4-ylmethyl)-1H-pyrrole-2-carboxamide COC1=C(C=CC=2N=C(SC2)NC(=O)C=2N(C=CC2)CC2=CC=NC=C2)C=CC=C1